4-(5-methyl-1H-pyrazol-3-yl)-N6-(piperidin-4-yl)-1H-pyrazolo[3,4-d]pyrimidine-4,6-diamine CC1=CC(=NN1)C1(C=2C(=NC(=N1)NC1CCNCC1)NNC2)N